C(C)NC=1C(=C(C(=O)[O-])C=CC1)O ethylaminohydroxybenzoate